N(=[N+]=[N-])S(=O)(=O)C1C2CCC(C1)C2 5-(azidosulfonyl)endo-cis-bicyclo[2.2.1]heptane